O[C@]1(CN(OC1)C(=O)C=1N(C=C2N(CN(CC21)C)CC(C)C)CC2=C(C(=CC=C2)C)C)C (S)-5-(4-hydroxy-4-methylisoxazolidine-2-carbonyl)-1-isobutyl-3-methyl-6-(2,3-dimethylbenzyl)-1,6-dihydro-2H-pyrrolo[3,4-d]Pyrimidine